Cl.C(C)OC(C[C@@H](C1=CC=C(C=C1)Cl)N)=O (S)-3-amino-3-(4-chlorophenyl)propionic acid ethyl ester hydrochloride